3-((dodecylphenoxy)thiocarbonylamino-methyl)-3,5,5-trimethylcyclohexylthiocarbamic acid (dodecylphenyl) ester C(CCCCCCCCCCC)C1=C(C=CC=C1)OC(NC1CC(CC(C1)(C)C)(C)CNC(=S)OC1=C(C=CC=C1)CCCCCCCCCCCC)=S